1-(5-(4-(5-cyanopyridin-2-yl)piperidine-1-carbonyl)-2-methylphenyl)-3-(2-methoxyethyl)urea C(#N)C=1C=CC(=NC1)C1CCN(CC1)C(=O)C=1C=CC(=C(C1)NC(=O)NCCOC)C